N-[6-[2-(cyclopentyloxymethyl)pyrimidin-5-yl]-1,3-benzothiazol-2-yl]cyclopropylamide C1(CCCC1)OCC1=NC=C(C=N1)C1=CC2=C(N=C(S2)[N-]C2CC2)C=C1